BrC=1C=C(C=C(C1)/C(=C/C(=O)OCC)/C)F Ethyl (E)-3-(5-bromo-3-fluoro-phenyl)but-2-enoate